FC(OC1=C(C=C(C=C1)C=1N=C2N(C(C1)=O)C=C(C=C2)N2CCNCC2)F)F 2-[4-(difluoromethoxy)-3-fluorophenyl]-7-(piperazin-1-yl)-4H-pyrido[1,2-a]pyrimidin-4-one